1-(4-(N-(2-(3-((2-methoxy-4-(methylsulfonyl)phenyl) amino)prop-1-yn-1-yl)-1-(2,2,2-trifluoroethyl)-1H-indol-4-yl)acetamido) piperidin-1-yl)propan-2-yl acetate C(C)(=O)OC(CN1CCC(CC1)N(C(C)=O)C1=C2C=C(N(C2=CC=C1)CC(F)(F)F)C#CCNC1=C(C=C(C=C1)S(=O)(=O)C)OC)C